FC(C=1N=CSC1C=O)F 4-(difluoromethyl)thiazole-5-carbaldehyde